C(CCCCCCCCC)N(CCCCCCCCCC)CC(=O)OCCCC butyl N,N-didecylaminoacetate